NC1=NC=2C=C(C=CC2C2=C1N=C(N2CC(C)(O)C)COCC(F)(F)F)CC2=CC(=CC=C2)CN 1-(4-amino-7-(3-(aminomethyl)benzyl)-2-((2,2,2-trifluoroethoxy)methyl)-1H-imidazo[4,5-c]quinolin-1-yl)-2-methylpropan-2-ol